C1(CC1)C=1N=CN(C1)C=1C=C(SC1)C(=O)O 4-(4-cyclopropyl-1H-imidazol-1-yl)thiophene-2-carboxylic acid